1-(3-chloro-2-methyl-phenyl)piperazine ClC=1C(=C(C=CC1)N1CCNCC1)C